Cl.Cl.CC1=NOC(=C1CCN1C(=NC2=C1C=CC=C2)CCN)C 2-(1-(2-(3,5-dimethylisoxazol-4-yl)ethyl)-1H-benzo[d]imidazol-2-yl)ethan-1-amine dihydrochloride